C(C)C1=CC2=C(C(N(CC23CC3)CC(=O)NC3=NC=C(C=N3)O)=O)S1 2-{2'-Ethyl-7'-oxo-6',7'-dihydro-5'H-spiro[cyclopropane-1,4'-thieno[2,3-c]pyridin]-6'-yl}-N-(5-hydroxypyrimidin-2-yl)acetamide